methyl-5-(2-methyl-5,6,7,8-tetrahydro-1,6-naphthyridine-6-carbonyl)-N-(1-methylcyclopropyl)furo[2,3-d]pyrimidin-4-amine CC=1N=C(C2=C(N1)OC=C2C(=O)N2CC=1C=CC(=NC1CC2)C)NC2(CC2)C